4-[4-[4-(3-cyclopentanesulfonamido-2,5-difluorophenyl)-3-(pyridin-4-yl)pyrazol-1-yl]-3-fluorophenyl]-2-methylpiperazine-1-carboxylate C1(CCCC1)S(=O)(=O)NC=1C(=C(C=C(C1)F)C=1C(=NN(C1)C1=C(C=C(C=C1)N1CC(N(CC1)C(=O)[O-])C)F)C1=CC=NC=C1)F